FC1=C(C=CC(=C1C)OC1=CC2=C(N(N=N2)C)C=C1)NC1=NC=NC2=C1N=C(N=C2)N2CCN(CC2)C(\C=C\CN2CC(C2)F)=O (E)-1-(4-(8-((2-fluoro-3-methyl-4-((1-methyl-1H-benzo[d][1,2,3]triazol-5-yl)oxy)phenyl)amino)pyrimido[5,4-d]pyrimidin-2-yl)piperazin-1-yl)-4-(3-fluoroazetidin-1-yl)but-2-en-1-one